(9R)-3,6,6,9-Tetramethyl-7,8,9,10-tetrahydrobenzo[c]chromen-1-ol CC=1C=C(C=2C3=C(C(OC2C1)(C)C)CC[C@H](C3)C)O